C1(CCCCC1)C(CO)(CO)CCCCC 2-cyclohexyl-2-n-pentyl-1,3-propandiol